NC=1C2=C(N=CN1)N(C=C2I)[C@@H]2O[C@@H]([C@H]([C@H]2O)O)CO (2R,3R,4S,5R)-2-(4-Amino-5-iodo-7H-pyrrolo[2,3-d]pyrimidin-7-yl)-5-(hydroxymethyl)tetrahydrofuran-3,4-diol